ClC=1C=NC(=C(C(=O)NC2CCC(CC2)CN2C(N(C3=C2C=CC=C3)C3=CC=C(C=C3)C)=O)C1)C 5-chloro-2-methyl-N-((1r,4r)-4-((2-oxo-3-(p-tolyl)-2,3-dihydro-1H-benzo[d]imidazol-1-yl)methyl)cyclohexyl)nicotinamide